BrC1=C(SC2=NC(=C(C(=C21)C)Cl)C)C(=O)OCC Ethyl 3-bromo-5-chloro-4,6-dimethylthieno[2,3-b]pyridine-2-carboxylate